Iridium-nickel [Ni].[Ir]